ClC1=CC(=NC=C1)C(=O)NCC=1C=C2CN(C(C2=CC1)=O)C1C(NC(CC1)=O)=O 4-chloro-N-((2-(2,6-dioxopiperidin-3-yl)-1-oxoisoindolin-5-yl)methyl)picolinamide